FC1=CC=C(C=C1)N1N=C(N=C1C1=CC=C(C=C1)C(C)C)CN1CCC(CC1)(C)C ((1-(4-fluorophenyl)-5-(4-isopropylphenyl)-1H-1,2,4-triazol-3-yl)methyl)-4,4-dimethylpiperidine